O1CCCCC12CCC(CC2)C2=C1N(N=C2CN(CCNC)C)CCC1 N1-((3-(1-oxaspiro-[5.5]undecan-9-yl)-5,6-dihydro-4H-pyrrolo[1,2-b]pyrazol-2-yl)methyl)-N1,N2-dimethylethane-1,2-diamine